ClN(C1=CC=C(C=C1)[N+](=O)[O-])Cl dichloro-p-nitroaniline